3-((4,4-bis(octyloxy)butanoyl)oxy)-2-((((3-(piperidin-1-yl)propoxy)carbonyl)oxy)methyl)propyl (9Z,12Z)-octadeca-9,12-dienoate C(CCCCCCC\C=C/C\C=C/CCCCC)(=O)OCC(COC(CCC(OCCCCCCCC)OCCCCCCCC)=O)COC(=O)OCCCN1CCCCC1